C(C)OC(=O)C=1C(=NC(=C(C1OCC1=CC=CC=C1)C(C(=O)N)OC)C)Cl (2-amino-1-methoxy-2-oxo-ethyl)-4-benzyloxy-2-chloro-6-methyl-pyridine-3-carboxylic acid ethyl ester